ClC1=NN2C(N=CC3=C2C(CC3C(=O)NC=3C=NC(=C(C3)C)N3N=CC=N3)(C)C)=C1 2-chloro-8,8-dimethyl-N-(5-methyl-6-(2H-1,2,3-triazol-2-yl)pyridin-3-yl)-7,8-dihydro-6H-cyclopenta[e]pyrazolo[1,5-a]pyrimidine-6-carboxamide